3-(5-(2-Oxo-6-phenyl-1,2-dihydropyridin-3-yl)-1,2,4-oxadiazol-3-yl)pyrrolidine-1-carbonitrile O=C1NC(=CC=C1C1=NC(=NO1)C1CN(CC1)C#N)C1=CC=CC=C1